ClC=1N=C(C=2OCC(NC2N1)(C)C)NCCC1=CNC2=CC=CC=C12 chloro-N-[2-(1H-indol-3-yl)ethyl]-7,7-dimethyl-6,8-dihydropyrimido(5,4-b)[1,4]oxazin-4-amine